(4-(4-amino-3-bromo-7-cyano-1-(methyl-d3)-1H-pyrrolo[3,2-c]pyridin-2-yl)phenyl)acrylamide NC1=NC=C(C2=C1C(=C(N2C([2H])([2H])[2H])C2=CC=C(C=C2)C(C(=O)N)=C)Br)C#N